C(C(=C)C)(=O)OCCCC[Si](O[Si](CCCCOC(C(=C)C)=O)(CC)CC)(CC)CC 1,3-bis(4-methacryloxybutyl)-tetraethyldisiloxane